FC=1C=C(OC(/C=C/C2=CC(=C(C=C2)CC(=O)O)CC(=O)O)=O)C=CC1.C(C)(=O)OC1=C(C=C(C=C1)\C=C\C(=O)OC1=CC(=CC=C1)F)OC(C)=O (E)-4-(3-(3-fluorophenoxy)-3-oxoprop-1-en-1-yl)-1,2-phenylene diacetate (E)-4-(3-(3-fluorophenoxy)-3-oxoprop-1-en-1-yl)-1,2-phenylenediacetate